2-(1-ethylpyrazol-3-yl)oxy-5-nitro-pyridin-3-amine C(C)N1N=C(C=C1)OC1=NC=C(C=C1N)[N+](=O)[O-]